(S)-2-((((9H-fluoren-9-yl)methoxy)carbonyl)amino)-3-(6-((tert-butoxycarbonyl)amino)pyridin-3-yl)propanoic acid C1=CC=CC=2C3=CC=CC=C3C(C12)COC(=O)N[C@H](C(=O)O)CC=1C=NC(=CC1)NC(=O)OC(C)(C)C